N-[4-(7-diethylamino-4-methyl-3-coumarinyl)phenyl]maleimide C(C)N(C1=CC=C2C(=C(C(OC2=C1)=O)C1=CC=C(C=C1)N1C(C=CC1=O)=O)C)CC